1-(Dimethylamino)propan-2-yl(8-amino-7-fluoro-6-(8-methyl-2,3-dihydro-1H-pyrido[2,3-b][1,4]oxazin-7-yl)isoquinolin-3-yl)carbamate CN(CC(C)N(C([O-])=O)C=1N=CC2=C(C(=C(C=C2C1)C1=C(C2=C(OCCN2)N=C1)C)F)N)C